8-fluoro-7-(8-fluoro-2-methylimidazo[1,2-a]pyridin-6-yl)-3-(1-methylpiperidin-4-yl)quinazolin-4(3H)-one FC=1C(=CC=C2C(N(C=NC12)C1CCN(CC1)C)=O)C=1C=C(C=2N(C1)C=C(N2)C)F